(Z)-1-(2-fluoro-4-(1-(4-methoxyphenyl)-1H-1,2,4-triazol-3-yl)phenyl)-3-(3-(5-methyl-2-((2,2,2-trifluoroethoxy)methyl)phenyl)-4-oxothiazolidin-2-ylidene)urea FC1=C(C=CC(=C1)C1=NN(C=N1)C1=CC=C(C=C1)OC)NC(=O)\N=C\1/SCC(N1C1=C(C=CC(=C1)C)COCC(F)(F)F)=O